O-(1-((1,3-dioxoisoindolin-2-yl)methyl)cyclobutyl) S-methyl carbonodithioate C(OC1(CCC1)CN1C(C2=CC=CC=C2C1=O)=O)(=S)SC